O=C1NC2CCNC3=C(C=CC1=C23)C2CCN(CC2)C(=O)OC(C)(C)C tert-butyl 4-(3-oxo-2,9-diazatricyclo[6.3.1.04,12]dodeca-4(12),5,7-trien-7-yl)piperidine-1-carboxylate